3-cyano-1-(2-(3-fluoro-5-(trifluoromethyl)benzyl)pyridin-4-yl)-1H-pyrazole-4-carboxamide C(#N)C1=NN(C=C1C(=O)N)C1=CC(=NC=C1)CC1=CC(=CC(=C1)C(F)(F)F)F